BrC1=CN=NC=C1C1=C(C=CC=C1OC)F 4-bromo-5-(2-fluoro-6-methoxyphenyl)pyridazine